2-{[(3R)-piperidin-3-yl]methyl}-1H-isoindole-1,3(2H)-dione monohydrochloride Cl.N1C[C@@H](CCC1)CN1C(C2=CC=CC=C2C1=O)=O